OC1=C(C=C(C=C1)Br)C1=NC=CC=C1 2-(2-hydroxy-5-bromophenyl)pyridine